O[C@@H]1C[C@@](N(C1)C(CCCCCCCCCCC(=O)OC)=O)(C)CO methyl 12-((2s,4r)-4-hydroxy-2-(hydroxymethyl)-2-methylpyrrolidin-1-yl)-12-oxododecanoate